C(C)(C)(C)OC(NCCC1=CC(=CC=C1)O)=O [2-(3-hydroxyphenyl)ethyl]carbamic acid tert-butyl ester